N-[3-[2-(2-aminothiazol-4-yl)ethylsulfamoyl]-4-methyl-phenyl]-2-(4,5-dichloro-6-oxo-pyridazin-1-yl)acetamide NC=1SC=C(N1)CCNS(=O)(=O)C=1C=C(C=CC1C)NC(CN1N=CC(=C(C1=O)Cl)Cl)=O